C1(CC1)OC1=C(C=C(C=C1)N1C(CN(CC1)C)=O)[N+](=O)[O-] 1-(4-cyclopropoxy-3-nitrophenyl)-4-methylpiperazin-2-one